5-(2-propylbenzoyl)-3-(1,2,3,4,5,8-hexahydroindolizin-7-yl)-1H-indole C(CC)C1=C(C(=O)C=2C=C3C(=CNC3=CC2)C2=CCN3CCCC3C2)C=CC=C1